methyl (S)-4-bromo-2-((4-(6-((4-cyano-2-fluorobenzyl) oxy) pyridin-2-yl) piperidin-1-yl) methyl)-1-(oxetan-2-ylmethyl)-1H-benzo[d]imidazole-6-carboxylate BrC1=CC(=CC=2N(C(=NC21)CN2CCC(CC2)C2=NC(=CC=C2)OCC2=C(C=C(C=C2)C#N)F)C[C@H]2OCC2)C(=O)OC